CN(CC(CN1C2=CC=CC=C2SC=2C=CC=CC12)C)C N,N,2-trimethyl-3-phenothiazin-10-ylpropan-1-amine